Cl.NC1=NC2=C(N1C)C(=CC=C2C2=C(N(N=C2)C)C2=C(C1=CC=CC=C1C=C2F)C#N)Cl 2-[4-(2-amino-7-chloro-1-methyl-benzoimidazol-4-yl)-2-methyl-pyrazol-3-yl]-3-fluoro-naphthalene-1-carbonitrile hydrochloride